C1(CCCCC1)N1C(C2(CC1=O)N1N(C=3C=CC=CC32)CC(C1=O)(C)C)=O 1'-Cyclohexyl-2,2-dimethyl-2,3-dihydro-1H-spiro[pyrazolo[1,2-a]indazole-9,3'-pyrrolidine]-1,2',5'-trione